C(CCCCCCCCCC)[Mg]Cl n-undecanyl-magnesium chloride